1-methyl-1,2-dihydro-3H-pyrrolo[2,3-c]quinoline-3-carboximidamide CC1CN(C=2C=NC=3C=CC=CC3C21)C(N)=N